C1(CC1)C(=O)OC(=O)C1NCCC1 (cyclopropanecarbonyl)pyrrolidine-2-carboxylate